FC=1C=CC(=C2C=C(NC12)C(=O)N1[C@@H]([C@H]2C([C@H]2C1)(C)C)C(=O)N[C@H](C=O)C[C@H]1C(NCC1)=O)C(C)C (1R,2S,5S)-3-(7-fluoro-4-isopropyl-1H-indole-2-carbonyl)-6,6-dimethyl-N-((S)-1-oxo-3-((S)-2-oxopyrrolidin-3-yl)propan-2-yl)-3-azabicyclo[3.1.0]hexane-2-carboxamide